O=C1N(CCC1)C=1C=C(C(=O)NC2CCC(CC2)NC2=CC(=NC3=CC=C(C=C23)Cl)C(F)(F)F)C=CC1 3-(2-oxopyrrolidin-1-yl)-N-[(1s,4s)-4-{[6-chloro-2-(trifluoromethyl)quinolin-4-yl]amino}cyclohexyl]benzamide